C(C)(C)(C)OC(=O)N1CCN(CC1)C1=C2C=C(N=NC2=C(C=C1)C(=O)[O-])OC 5-[4-(tert-butoxycarbonyl) piperazin-1-yl]-3-methoxycinnoline-8-carboxylate